CN(C)CC1=CC=C(N\C(\C2=CC=CC=C2)=C\2/C(NC3=CC(=CC=C23)C(=O)OCC)=O)C=C1 3-Z-[1-(4-(dimethylaminomethyl)-anilino)-1-phenyl-methylene]-6-ethoxycarbonyl-2-indolinone